2-(isoxazol-3-yl)-6-methyl-N-(3-(4-(5-(trifluoromethyl)pyridin-2-yl)phenyl)propyl)thieno[2,3-d]pyrimidin-4-amine O1N=C(C=C1)C=1N=C(C2=C(N1)SC(=C2)C)NCCCC2=CC=C(C=C2)C2=NC=C(C=C2)C(F)(F)F